C[N+](CCCCCCCCCCCCCCCCCC)(CCCCCCCCCCCCCCCCCC)[O-] N-methyl-dioctadecyl-amine oxide